2,5-naphthalenedicarboxylic acid C1=C(C=CC=2C(=CC=CC12)C(=O)O)C(=O)O